CC1=C(C=C2C=C(N=CC2=C1)NC(OC(C)(C)C)=O)N1CCN(CC1)C1(COCC1)C tert-butyl (7-methyl-6-(4-(3-methyltetrahydrofuran-3-yl)piperazin-1-yl)isoquinolin-3-yl)carbamate